(R)-3,5-dimethyl-4-(2-methyl-4-nitro-1-(1-phenylethyl)-1H-benzo[d]imidazol-6-yl)isoxazole CC1=NOC(=C1C=1C=C(C2=C(N(C(=N2)C)[C@H](C)C2=CC=CC=C2)C1)[N+](=O)[O-])C